(6s)-3-methyl-6-prop-2-ylcyclohex-2-en-1-one CC1=CC([C@@H](CC1)C(C)C)=O